FC1=C(C=CC=2C3=C(NC(C12)=O)COCC3NC)F 7,8-difluoro-1-(methylamino)-1,2,4,5-tetrahydropyrano[3,4-c]isoquinolin-6-one